C(C)OC([C@H](NC([C@H](NC(CCCCCCCCCCCCCCC)=O)CC1=CNC=N1)=O)C(C)C)=O N-[N-(1-oxohexadecyl)-D-histidinyl]-D-valine ethyl ester